CC=1SC(=C(C1C(=O)NC1CC2(CC(C2)C(=O)O)C1)CC1=CC=C(C=C1)C1=CC=C(C=C1)OC(F)(F)F)C 6-(2,5-dimethyl-4-((4'-(trifluoromethoxy)-[1,1'-biphenyl]-4-yl)methyl)thiophene-3-carboxamido)spiro[3.3]heptane-2-carboxylic acid